CC(=C)C#N α-methacrylonitrile